(Z)-2-(2-chloro-2-(4-bromophenyl)vinyl)-1,3-dithiane Cl\C(=C/C1SCCCS1)\C1=CC=C(C=C1)Br